C(C)C=1C=C2C=CNC2=CC1F 5-ethyl-6-fluoro-1H-indol